COC1=CC=2N(N=C1)C=NC2C 3-methoxy-5-methylimidazo[1,5-b]pyridazine